phospho(phosphine) P(=O)(=O)P